4-[(1-benzyloxycarbonyl-4-piperidyl)methyl]-4-hydroxy-piperidine-1-carboxylate C(C1=CC=CC=C1)OC(=O)N1CCC(CC1)CC1(CCN(CC1)C(=O)[O-])O